3-(4-((S)-3-(dimethylamino)pyrrolidin-1-yl)phenyl)-1-(isoquinolin-1-yl)-1H-1,2,4-triazole-3,5-diamine CN([C@@H]1CN(CC1)C1=CC=C(C=C1)C1(NN(C(=N1)N)C1=NC=CC2=CC=CC=C12)N)C